N1[C@H](CCC1)C(=O)N1CCC(=CC1)C=1N=C(C=2N(C1)C=NN2)O[C@H](C)C2=C(C=C(C=C2)Cl)Cl 6-(1-(D-prolyl)-1,2,3,6-tetrahydropyridin-4-yl)-8-((R)-1-(2,4-dichlorophenyl)ethoxy)-[1,2,4]triazolo[4,3-a]pyrazine